C1=CC(=CC=C1CCl)C#N p-cyanobenzyl chloride